C1C(CC12OCCO2)C2=C1C(=NC=C2)N(N=C1C#N)C1=CC=C(C=C1)OC(F)(F)F 4-(5,8-dioxaspiro[3.4]octan-2-yl)-1-(4-(trifluoromethoxy)phenyl)-1H-pyrazolo[3,4-b]pyridine-3-carbonitrile